(S)-2-((4-(6-((7-Fluoro-3-methylquinoxalin-6-yl)methoxy)pyridin-2-yl)piperidine-1-yl)methyl)-1-(oxetan-2-ylmethyl)-1H-benzo[d]imidazole-6-carboxylate FC1=C(C=C2N=C(C=NC2=C1)C)COC1=CC=CC(=N1)C1CCN(CC1)CC1=NC2=C(N1C[C@H]1OCC1)C=C(C=C2)C(=O)[O-]